C12COCC2C1NS(=O)(=O)C1=CC(=CC=C1)C(=O)N1CC2(C3=CC(=CC=C13)NS(=O)(=O)C)CCCCC2 N-(3-oxabicyclo[3.1.0]hexan-6-yl)-3-(5'-(methylsulfonamido)spiro[cyclohexane-1,3'-indoline]-1'-carbonyl)benzenesulfonamide